FC1=CC(=C(C=C1C=1C=NC(=NC1)N1CCOCC1)NC(C1=CC(=CC=C1)O)=O)N1C[C@H](N([C@H](C1)C)C)C |r| N-[4-fluoro-5-(2-morpholin-4-ylpyrimidin-5-yl)-2-[rac-(3R,5S)-3,4,5-trimethylpiperazin-1-yl]phenyl]-3-hydroxybenzamide